N-(2-(2-(2,6-dioxopiperidin-3-yl)-1,3-dioxoisoindolin-5-yl)-2-azaspiro[3.5]nonan-7-yl)-5-(4-((7-ethyl-6-oxo-5,6-dihydro-1,5-naphthyridin-3-yl)methyl)piperazin-1-yl)picolinamide O=C1NC(CCC1N1C(C2=CC=C(C=C2C1=O)N1CC2(C1)CCC(CC2)NC(C2=NC=C(C=C2)N2CCN(CC2)CC=2C=NC=1C=C(C(NC1C2)=O)CC)=O)=O)=O